methanesulfonyl-(mesyl) chloride CS(=O)(=O)CS(=O)(=O)Cl